6-(hydroxymethyl)-10,14-dimethyl-pentadeca-5,9,13-trien-2-one OCC(=CCCC(C)=O)CCC=C(CCC=C(C)C)C